2-(2,5-dimethylcyclohexyloxy)-1,3-propanediol CC1C(CC(CC1)C)OC(CO)CO